rac-((1R,2R)-2-(aminomethyl)cyclopropyl)methanol NC[C@H]1[C@@H](C1)CO |r|